C(C)NS(=O)(=O)C=1C=C(C(=O)O)C=CC1C1=CN=C(S1)C1CCC(CC1)NC(=O)OC(C)C 3-(ethylsulfamoyl)-4-[2-[4-(isopropyloxycarbonyl-amino)cyclohexyl]Thiazol-5-yl]Benzoic acid